ClC1=CC=C(S1)CNC1=CC(=NN1)C1NCCNC1 N-[(5-chlorothiophen-2-yl)methyl]-3-(piperazin-2-yl)-1H-pyrazol-5-amine